1,4-dihydrobenzo[f]Quinoxaline-2,3-dione sodium salt [Na].N1C(C(NC=2C=CC3=C(C12)C=CC=C3)=O)=O